2-methyl-2-((4-(7-(2-methyl-[1,1'-biphenyl]-3-yl)imidazo[1,2-a]pyridin-3-yl)benzyl)amino)propan-1-ol CC(CO)(C)NCC1=CC=C(C=C1)C1=CN=C2N1C=CC(=C2)C=2C(=C(C=CC2)C2=CC=CC=C2)C